NC=1C=NN2C1N=C(C=C2)O 3-amino-pyrazolo[1,5-a]pyrimidin-5-ol